C(C)[N+](C)(CCOC)CC diethyl(2-methoxyethyl)-methyl-ammonium